3-hydroxypyridineformaldoxime OC=1C(=NC=CC1)C=NO